FC1=CC=C(C(=O)NC2=NC=CC(=C2)N2C(=NC=3C2=NC(=CC3)N3CCN(CC3)C)C3=CC=C(C=C3)F)C=C1 4-Fluoro-N-{4-[2-(4-fluorophenyl)-5-(4-methylpiperazin-1-yl)-3H-imidazo[4,5-b]pyridin-3-yl]pyridin-2-yl}benzamide